1,7-dicyanoheptane C(#N)CCCCCCCC#N